C(C)OC=1C=C(C=CC1OCC)NC(=O)C=1C2=C(S(C1)(=O)=O)C=CC=C2 N-(3,4-diethoxyphenyl)benzo[b]thiophene-3-carboxamide-1,1-dioxide